S1C2=C(C(=C1)C1=NC(=NC=C1)NC=1C(=CC(=C(C1)NC(C=C)=O)N1CCC(CC1)N1CCN(CC1)C)OC)C=CC=C2 N-(5-((4-(benzo[b]thiophen-3-yl)pyrimidin-2-yl)amino)-4-methoxy-2-(4-(4-methylpiperazin-1-yl)piperidin-1-yl)phenyl)acrylamide